[O-]C1=C(CCCCC1)C1=CCCCCC1 oxidobicycloheptene